C(C1=CC=CC=C1)N(C1[C@@H]2[C@H](N([C@H](C1)CC2)C(C(C2=CC=CC=C2)C2=CC=CC=C2)=O)C(=O)O)C (1S,3S,4R)-5-(benzyl-(methyl)amino)-2-(2,2-diphenylacetyl)-2-azabicyclo[2.2.2]octane-3-carboxylic acid